C(C)S(=O)(=O)C=1C=C(C=NC1C1=NC2=C(N=NC(=C2)C(C(F)(F)F)(F)F)N1C)/C(/NC(=O)C1CC1)=N/O N-[(1Z)-[5-(ethanesulfonyl)-6-[7-methyl-3-(1,1,2,2,2-pentafluoroethyl)imidazo[4,5-c]pyridazin-6-yl]pyridin-3-yl](hydroxyimino)methyl]cyclopropanecarboxamide